tert-Butyl 4-((4,6-dimethylpyrimidin-2-yl)amino)-4-methylpiperidine-1-carboxylate CC1=NC(=NC(=C1)C)NC1(CCN(CC1)C(=O)OC(C)(C)C)C